C1(=CC=CC=C1)N1COC=C1C1=CC=C(C=C1)OC(F)(F)F 3-phenyl-4-(4-(trifluoromethoxy)phenyl)-2,3-dihydro-oxazole